C1(CCCCC1)C1=CC=C(C=C1)C=1NC=2N(C(C1)=O)N=C(C2C(=O)N2CC(C2)CF)C2=NC=CN=C2C(F)(F)F 5-(4-Cyclohexylphenyl)-3-(3-(fluoromethyl)azetidine-1-carbonyl)-2-(3-(trifluoromethyl)pyrazin-2-yl)pyrazolo[1,5-a]pyrimidin-7(4H)-one